ClC=1C=C(C=CC1F)N1C(=NC=C1)CO (1-(3-chloro-4-fluorophenyl)-1H-imidazol-2-yl)methanol